N-(4-{[6-(5-chloro-2-fluoro-phenyl)-3-(methylsulfanyl)-pyridazin-4-yl]amino}pyridin-2-yl)-3-(piperazin-1-yl)propan-amide ClC=1C=CC(=C(C1)C1=CC(=C(N=N1)SC)NC1=CC(=NC=C1)NC(CCN1CCNCC1)=O)F